2-{2-[(7,8-difluoro-2-methylquinolin-3-yl)oxy]-6-fluorophenyl}propan-2-ol sodium ethylpropylbutyrate C(C)C(C(=O)[O-])(CC)CCC.[Na+].FC1=CC=C2C=C(C(=NC2=C1F)C)OC1=C(C(=CC=C1)F)C(C)(C)O